tert-butyl (2-((tert-butyldimethylsilyl)oxy)ethyl)(2-(2-((2-chloro-3-(2,3-dichloropyridin-4-yl)phenyl)amino)-3-fluoropyridin-4-yl)ethyl)carbamate [Si](C)(C)(C(C)(C)C)OCCN(C(OC(C)(C)C)=O)CCC1=C(C(=NC=C1)NC1=C(C(=CC=C1)C1=C(C(=NC=C1)Cl)Cl)Cl)F